methyldi-ethoxysilan C[SiH](OCC)OCC